C(C)(C)(C)OC(N(CCC1=CC=C(C=C1)C(F)(F)F)CCC=O)=O tert-butyl-N-(3-oxopropyl)-N-{2-[4-(trifluoromethyl)phenyl]ethyl}carbamate